((((1H-imidazol-4-yl)methyl)amino)-1H-indazol-4-yl)-2',3',4',5'-tetrahydro-[1,1'-biphenyl]-2-carboxylic acid N1C=NC(=C1)CNN1N=CC2=C(C=CC=C12)C1=C(C(=CC=C1)C=1CCCCC1)C(=O)O